1-((3-chloro-2-fluorophenyl)methyl-d2)-4-((3-fluoro-6-(thiazol-2-ylamino)pyridin-2-yl)methyl)-2-methylpiperidine-4-carboxylic acid methyl ester COC(=O)C1(CC(N(CC1)C([2H])([2H])C1=C(C(=CC=C1)Cl)F)C)CC1=NC(=CC=C1F)NC=1SC=CN1